ClC1=C(C2=C(C=3C=NC(=NC13)N1C[C@@H]3CN([C@@H]3C1)C)COC2)C2=CC=C(C=1SC(=C(C12)C#N)NC(OC(C)(C)C)=O)F tert-Butyl (4-(5-chloro-3-((1S,5S)-6-methyl-3,6-diazabicyclo[3.2.0]heptan-3-yl)-7,9-dihydrofuro[3,4-f]quinazolin-6-yl)-3-cyano-7-fluorobenzo[b]thiophen-2-yl)carbamate